tert-butyl 2-(5-iodopyrimidin-2-yl)pyrrolidine-1-carboxylate IC=1C=NC(=NC1)C1N(CCC1)C(=O)OC(C)(C)C